C1=CC=CC2=C1C=1C3=CC=CC4=CC=CC(C1C1=C2C=CC=C1)=C43 dibenzo[j,l]fluoranthene